NC/C(/CN1N=CN(C1=O)CC=1SC2=C(C1)C=C(C=C2)C=2C=C1CCC(NC1=C(C2)C)=O)=C\F 6-[2-({1-[(2E)-2-(aminomethyl)-3-fluoroprop-2-en-1-yl]-5-oxo-1,5-dihydro-4H-1,2,4-triazol-4-yl}methyl)-1-benzothiophen-5-yl]-8-methyl-3,4-dihydroquinolin-2(1H)-one